bis-(4-dodecylphenyl)iodonium tetrakis-(pentafluorophenyl)borate FC1=C(C(=C(C(=C1[B-](C1=C(C(=C(C(=C1F)F)F)F)F)(C1=C(C(=C(C(=C1F)F)F)F)F)C1=C(C(=C(C(=C1F)F)F)F)F)F)F)F)F.C(CCCCCCCCCCC)C1=CC=C(C=C1)[I+]C1=CC=C(C=C1)CCCCCCCCCCCC